7-{3-[1-(2-cyclopropylethyl)-1H-pyrazol-4-yl]pyridin-2-yl}quinoline C1(CC1)CCN1N=CC(=C1)C=1C(=NC=CC1)C1=CC=C2C=CC=NC2=C1